6'-(4,4,5,5-tetramethyl-1,3,2-dioxaborolan-2-yl)-1'H,4'H-spiro[cyclopropane-1,3-pyrrolo[2,1-c][1,4]oxazine] CC1(OB(OC1(C)C)C1=CC=C2COC3(CN21)CC3)C